5-methyl-4,5-dihydro-2H-pyridazine CC1CCNN=C1